C(C)(C)(C)OC(=O)N1C(C2=C(C=CC(=C2C1)C1=CN(C=2C1=NC=CC2)C(=O)OC(C)(C)C)NC2=NC=C(C=C2)N2CCN(CC2)C)=O Tert-Butyl 3-(2-(tert-butoxycarbonyl)-7-((5-(4-methylpiperazin-1-yl)pyridin-2-yl)amino)-1-oxoisoindolin-4-yl)-1H-pyrrolo[3,2-b]pyridine-1-carboxylate